2,2'-[(7-benzyl-1,4,7-triazecane-1,4-diyl)bis(methylene)]bis[6-(aminomethyl)-4-methylphenol] C(C1=CC=CC=C1)N1CCN(CCN(CCC1)CC1=C(C(=CC(=C1)C)CN)O)CC1=C(C(=CC(=C1)C)CN)O